tert-butyl methyl(2-(2-(prop-2-yn-1-yloxy)ethoxy)ethyl)carbamate CN(C(OC(C)(C)C)=O)CCOCCOCC#C